IC1(CCCCC1)[N+](C)(C)C iodo-N,N,N-trimethylcyclohexylammonium